4-(4-hydroxyphenyl)phthalazine-1-ol allyl-4-bromobenzoate C(C=C)C1=C(C(=O)OC2=NN=C(C3=CC=CC=C23)C2=CC=C(C=C2)O)C=CC(=C1)Br